N-methyl-piperidine phosphate P(=O)(O)(O)O.CN1CCCCC1